O=C1N(C(C(=C1SC1=CC=CC=C1)SC1=CC=CC=C1)=O)CCOCCOCCC(=O)N 3-(2-{2-[2,5-dioxo-3,4-bis(phenylsulfanyl)-2,5-dihydro-1H-pyrrol-1-yl]ethoxy}ethoxy)propaneamide